CCCC(CCCCCCCCCCCCCCCCC)O heneicosane-4-ol